3-(4-chlorophenyl)tetrahydrofuran-3-carbonitrile ClC1=CC=C(C=C1)C1(COCC1)C#N